CN1N=C(C=C1C=1C=C2CCNC(C2=CC1)=O)C1=CCCN(C1)C(=O)OC(C)(C)C tert-butyl 5-(1-methyl-5-(1-oxo-1,2,3,4-tetrahydroisoquinolin-6-yl)-1H-pyrazol-3-yl)-3,6-dihydropyridine-1(2H)-carboxylate